FC1=CC2=C(N(C(=N2)N2C[C@H]([C@@H](CC2)F)N)CC2=CC(=CC=C2)C(F)(F)F)C=C1F (3R,4R)-1-(5,6-difluoro-1-(3-(trifluoromethyl)benzyl)-1H-benzimidazol-2-yl)-4-fluoro-3-piperidinamine